CC1(C(=[N+](C=2C=CC3=C(C12)C=CC=C3)CCCCC(=O)O)C)C 1,1,2-trimethyl-3-(4-carboxybutyl)benz[e]indolium